(6-hydroxy-1-oxo-2,3-dihydro-1H-inden-5-yl)boronic acid OC1=C(C=C2CCC(C2=C1)=O)B(O)O